(3R,4S)-1-[6-(5-chloropyridin-3-yl)pyrazolo[1,5-a]pyrazin-4-yl]-3-cyclopropyl-4-methyl-2-oxopyrrolidine-3-carbonitrile ClC=1C=C(C=NC1)C=1N=C(C=2N(C1)N=CC2)N2C([C@]([C@@H](C2)C)(C#N)C2CC2)=O